(R)-N-(5-(methoxymethyl)-4'-((4-(2-methoxypropoxy)-6-(methylsulfonyl)pyridin-2-yl)amino)-[2,3'-bipyridin]-6'-yl)acetamide COCC=1C=CC(=NC1)C=1C=NC(=CC1NC1=NC(=CC(=C1)OC[C@@H](C)OC)S(=O)(=O)C)NC(C)=O